C(C(=C)C)(=O)OCC(C)C isobutyl (methacrylate)